FC=1C=C2C(CCN(C2=NC1N1CCNCC1)CC)=O 6-fluoro-1-ethyl-7-piperazin-1-yl-2,3-dihydro-[1,8]naphthyridin-4(1H)-one